3-(((6-Chloro-2-(trifluoromethyl)quinolin-4-yl)amino)methyl)-3-(5-fluoropyridin-2-yl)azetidine-1-sulfonamide ClC=1C=C2C(=CC(=NC2=CC1)C(F)(F)F)NCC1(CN(C1)S(=O)(=O)N)C1=NC=C(C=C1)F